BrC=1C(=NC(=NC1)NC=1C=C2C=NN(C2=CC1)C(C)(C)C)NC1=C(C=CC=C1)S(=O)(=O)C 5-bromo-N2-(1-tert-butylindazol-5-yl)-N4-(2-methylsulfonylphenyl)pyrimidine-2,4-diamine